CCCN(CCC)O N,N-di-n-propylhydroxylamine